4,4',4''-(ethane-1,1,1-triyl)triphenol C(C)(C1=CC=C(C=C1)O)(C1=CC=C(C=C1)O)C1=CC=C(C=C1)O